C(C)OC(=O)C1=CC2=C(N=CN=C2C#CC2=CC=CC=C2)N1C 7-methyl-4-(phenylethynyl)-7H-pyrrolo[2,3-d]pyrimidine-6-carboxylic acid ethyl ester